6-Chloro-4-formyl-isoindoline-2-carboxylic acid benzyl ester C(C1=CC=CC=C1)OC(=O)N1CC2=CC(=CC(=C2C1)C=O)Cl